2-((2S,4S)-5-Chloro-6-fluoro-2-phenyl-2-((S)-piperidin-2-yl)-2,3-dihydrobenzofuran-4-yl)-3-fluoro-4-(2-hydroxyethoxy)-N-methylbenzamide ClC=1C(=CC2=C(C[C@@](O2)([C@H]2NCCCC2)C2=CC=CC=C2)C1C1=C(C(=O)NC)C=CC(=C1F)OCCO)F